COCCOCCOCCOCCSC=1C=C(C2=NC3=CC=CC(=C3N=C2C1)C)OC 3-((2,5,8,11-Tetraoxatridecan-13-yl)thio)-1-methoxy-6-methylphenazine